(S)-2-((tert-Butoxycarbonyl) amino)-3-(4-(2,4-difluorophenyl) piperazin-1-yl)-3-oxopropylmethanesulfonate diethyl-1-amino-1H-pyrrole-2,4-dicarboxylate C(C)OC(=O)C=1N(C=C(C1)C(=O)OCC)N.C(C)(C)(C)OC(=O)N[C@@H](CCS(=O)(=O)O)C(=O)N1CCN(CC1)C1=C(C=C(C=C1)F)F